BrC1=COC2=C1C=CC=C2I 3-Bromo-7-iodo-1-benzofuran